ClC=1C=C(OC2=C(C=C(C=C2S(N)(=O)=O)NC(CC2=CC=CC=C2)=O)C)C=CC1 N-[4-(3-chlorophenoxy)-3-Methyl-5-sulfamoylphenyl]-2-phenylacetamide